CN1C(C2=C(C(=C1)C1=C(C=CC(=C1)S(=O)(=O)C)OC1=CC=CC3=CC=CC=C13)C=CN2)=O 6-methyl-4-[5-(methylsulfonyl)-2-(naphthalen-1-yloxy)phenyl]-1,6-dihydro-7H-pyrrolo[2,3-c]pyridin-7-one